Cl.N1C=CC2=CC=CC(=C12)C#N 1H-indole-7-carbonitrile Hydrochloride